[4-(6-Amino-pyridazin-3-yl)-piperidin-1-yl]-(4'-methylbiphenyl-4-yl)-methanone NC1=CC=C(N=N1)C1CCN(CC1)C(=O)C1=CC=C(C=C1)C1=CC=C(C=C1)C